CN1C2=C(OC[C@@H](C1=O)NC(=O)C=1SC(=CN1)C1(CC1)C1=CC=CC=C1)C=CC=N2 (S)-N-(5-methyl-4-oxo-2,3,4,5-tetrahydropyrido[3,2-b][1,4]oxazepin-3-yl)-5-(1-phenylcyclopropyl)thiazole-2-carboxamide